dodecyldimethylnaphthalene C(CCCCCCCCCCC)C=1C(=C(C2=CC=CC=C2C1)C)C